7-((trans)-3-amino-3-methylcyclobutyl)amino-1-(isopropylamino)-2,6-naphthyridine-3-carbonitrile NC1(CC(C1)NC1=NC=C2C=C(N=C(C2=C1)NC(C)C)C#N)C